O-dodecanoyl-carnitine C(CCCCCCCCCCC)(=O)OC(C[N+](C)(C)C)CC([O-])=O